2-methoxyethyl 4-(((3S,4S)-4-methyl-1-propylpiperidin-3-yl)amino)-1H-pyrrolo[2,3-b]pyridine-5-carboxylate C[C@@H]1[C@@H](CN(CC1)CCC)NC1=C2C(=NC=C1C(=O)OCCOC)NC=C2